2-(p-butylphenyl)-1,3-dimethoxypropane C(CCC)C1=CC=C(C=C1)C(COC)COC